6-ethoxy-4-(6-(5-((6-methoxypyridin-3-yl)methyl)-2,5-diazabicyclo[2.2.2]oct-2-yl)pyridin-3-yl)-1H-pyrazole C(C)OC1(C=CC(=CN1)C=1C=NNC1)N1C2CN(C(C1)CC2)CC=2C=NC(=CC2)OC